ClC=1C=C2C(N3C(=NC2=CC1Cl)[C@H]1CCCN([C@@H]1CC3)CC3=CC(=CC(=C3)OC)OC)=O |r| (±)-(4aR,13bS)-10,11-dichloro-4-(3,5-dimethoxybenzyl)-1,2,3,4,4a,5,6,13b-octahydro-8H-[1,6]naphthyridino[5,6-b]quinazolin-8-one